BrC=1N=C(SC1)NC(CNC(=O)C1=CN(C=C1)S(=O)(=O)C)=O N-(4-bromo-1,3-thiazol-2-yl)-2-[(1-methanesulfonyl-1H-pyrrol-3-yl)formamido]acetamide